C(#N)C=1C=CC(=C2N=CC=NC12)N1C[C@@H](C[C@@H](C1)C)NC(CC1CN(C1)C)=O N-[(3R,5S)-1-(8-cyanoquinoxalin-5-yl)-5-methylpiperidin-3-yl]-2-(1-methylazetidin-3-yl)acetamide